N1=C2N(CCC1)CCCN2 3,4,6,7,8,9-hexahydro-2H-pyrimido[1,2-a]Pyrimidine